C1(CC1)COC1=CC=C(C=C1)C=1C(=NC(=CN1)CC(CC)(F)F)N1CCC(CC1)C(=O)O 1-(3-(4-(cyclopropylmethoxy)phenyl)-6-(2,2-difluorobutyl)pyrazin-2-yl)piperidine-4-carboxylic acid